C(C)C1=NN=C(S1)N1OCC=2C=CC=3C=CC=NC3C21 N-(5-ethyl-1,3,4-thiadiazol-2-yl)isoxazolo[4,3-h]quinoline